N,N'-diphenyl-biphenyl-4,4'-diamine C1(=CC=CC=C1)NC1=CC=C(C=C1)C1=CC=C(C=C1)NC1=CC=CC=C1